C(=C)(C)C=1C=C(C(=C)C)C=CC1 3-isopropenyl-α-methylstyrene